Diethyl ((1-(2-methyl-5-(2-(2-methylpyridin-4-yl) oxazole-4-carboxamido)-2H-indazol-6-yl) piperidin-4-yl) methyl) phosphate P(=O)(OCC)(OCC)OCC1CCN(CC1)C=1C(=CC2=CN(N=C2C1)C)NC(=O)C=1N=C(OC1)C1=CC(=NC=C1)C